C(C1=CC=CC=C1)OC(C(CC(=O)O)O)=O 4-(benzyloxy)-3-hydroxy-4-oxobutanoic acid